(3E)-3-((3-(2-(pyridin-4-yl)Vinyl)-1H-indol-6-yl)methylene)indol-2-one trifluoroacetate FC(C(=O)O)(F)F.N1=CC=C(C=C1)C=CC1=CNC2=CC(=CC=C12)\C=C/1\C(NC2=CC=CC=C12)=O